7-isopropyl-9,9-dimethyl-9,10-dihydroacridin-3-ol C(C)(C)C1=CC=C2NC=3C=C(C=CC3C(C2=C1)(C)C)O